C(\C=C\C(=O)N)(=O)N Fumaramid